(S)-3,5-dichloro-4-(5-(3,5-dimethylisoxazol-4-yl)-1-(1-(pyridin-2-yl)ethyl)-1H-pyrrolo[2,3-b]pyridin-3-yl)benzoic acid ClC=1C=C(C(=O)O)C=C(C1C1=CN(C2=NC=C(C=C21)C=2C(=NOC2C)C)[C@@H](C)C2=NC=CC=C2)Cl